C(#N)C=1C=C2C(=CC=NC2=CC1)NC=1C=CC(=NC1)C(=O)NC1=CC=C(C=C1)NC1=CC=NC=C1 5-(6-cyanoquinolin-4-ylamino)-N-(4-(pyridin-4-ylamino)phenyl)pyridine-2-carboxamide